ethyl 4-amino-7-cyclobutyl-2-{[(4-methoxyphenyl)methyl]oxy}quinoline-3-carboxylate NC1=C(C(=NC2=CC(=CC=C12)C1CCC1)OCC1=CC=C(C=C1)OC)C(=O)OCC